Cyano-4-[[(dodecylthio)thiomethyl]thio]pentanoic acid C(#N)C(C(=O)O)CC(C)SCSSCCCCCCCCCCCC